[Al+2].CC1=NC2=C(C=CC=C2C(=C1)C)[O-].CC1=NC2=C(C=CC=C2C(=C1)C)[O-] bis(2,4-dimethyl-8-quinolinolate) aluminum